methyl (5-((2,4-difluorophenyl)thio)-1H-benzo[d]imidazol-2-yl)carbamate FC1=C(C=CC(=C1)F)SC1=CC2=C(NC(=N2)NC(OC)=O)C=C1